Cl.ClC(CNCCCl)C 2-chloro-N-(2-chloroethyl)-1-propanamine hydrochloride